[N+](=O)([O-])C=1C(=NC=CC1)NC1=CC=C(CNC(OCCCC)=O)C=C1 Z-Butyl 4-((3-nitropyridin-2-yl)amino)benzylcarbamate